(13S)-13-methyl-19-(oxan-2-yl)-8,14-dioxa-4,10,19,20,23-pentaazatetracyclo[13.5.2.12,6.018,21]tricosa-1(20),2(23),3,5,15(22),16,18(21)-heptaen-9-one C[C@H]1CCNC(OCC2=CN=CC(C3=NN(C=4C=CC(O1)=CC34)C3OCCCC3)=N2)=O